4-((4-(5-chloro-2-(4-fluoro-2-methoxyphenoxy)-4-(trifluoromethyl)benzoylamino)-6-oxopyridazin-1(6H)-yl)methoxy)-4-oxobutanoic acid ClC=1C(=CC(=C(C(=O)NC=2C=NN(C(C2)=O)COC(CCC(=O)O)=O)C1)OC1=C(C=C(C=C1)F)OC)C(F)(F)F